C(C=C)(=O)OC1(CC(CCC1)C)C 1,3-dimethyl-1-cyclohexyl acrylate